(2S,2'S)-5-((E)-2-((1R,5S)-6,6-dimethyl-4-oxobicyclo[3.1.1]hept-2-en-2-yl)vinyl)-3-methoxy-1,2-phenylene bis(2-amino-3-methylbutanoate) N[C@H](C(=O)OC1=C(C(=CC(=C1)\C=C\C=1[C@H]2C([C@@H](C(C1)=O)C2)(C)C)OC)OC(C(C(C)C)N)=O)C(C)C